Methyl 8-(2-ethyl-3-(trifluoromethyl)phenyl)-9-(4-((1-(3-fluoropropyl)azetidin-3-ylidene)methyl)phenyl)-6,7-dihydro-5H-benzo[7]annulene-3-carboxylate C(C)C1=C(C=CC=C1C(F)(F)F)C=1CCCC2=C(C1C1=CC=C(C=C1)C=C1CN(C1)CCCF)C=CC(=C2)C(=O)OC